OC=1C=C(C#N)C=C(C1C1=CC=C2C(=N1)N=C(O2)N[C@@H]2CCCN1CCC[C@H]21)C |o1:19,27| 3-hydroxy-5-methyl-4-[2-[[rel-(8R,8aR)-1,2,3,5,6,7,8,8a-octahydroindolizin-8-yl]amino]oxazolo[4,5-b]pyridin-5-yl]benzonitrile